methyl 4-[(1S)-1-[[8-[[4-(trifluoromethyl) phenyl]methyl]imidazo[1,5-a]pyridine-1-carbonyl]amino]ethyl]benzoate FC(C1=CC=C(C=C1)CC=1C=2N(C=CC1)C=NC2C(=O)N[C@@H](C)C2=CC=C(C(=O)OC)C=C2)(F)F